tert-Butyl 3-((3-(5-(2-(2H-1,2,3-triazol-2-yl)acetyl)-2-isopropoxyphenyl)-4-oxo-3,4-dihydroquinazolin-2-yl)methyl)-3,8-diazabicyclo[3.2.1]octane-8-carboxylate N=1N(N=CC1)CC(=O)C=1C=CC(=C(C1)N1C(=NC2=CC=CC=C2C1=O)CN1CC2CCC(C1)N2C(=O)OC(C)(C)C)OC(C)C